2-(Cyclopentyl(methyl)amino)-5-(N,N-dimethylsulfamoyl)-N-(5-methylthiazol-2-yl)benzamide C1(CCCC1)N(C1=C(C(=O)NC=2SC(=CN2)C)C=C(C=C1)S(N(C)C)(=O)=O)C